FC1=CC=C(C=C1)C1=CC(=CC=C1)C(=O)NC1=CC=2OC(C(=CC2S1)C(=O)OC)=O methyl 2-(4'-fluoro-[1,1'-biphenyl]-3-carboxamido)-5-oxo-5H-thieno[3,2-b]pyran-6-carboxylate